benzyl (11S,19R)-1-(9H-fluoren-9-yl)-11-(4-hydroxybenzyl)-19-methyl-3,6,9,12,15-pentaoxo-2,18-dioxa-4,7,10,13,16-pentaazaicosan-20-oate C1=CC=CC=2C3=CC=CC=C3C(C12)COC(NCC(NCC(N[C@H](C(NCC(NCO[C@@H](C(=O)OCC1=CC=CC=C1)C)=O)=O)CC1=CC=C(C=C1)O)=O)=O)=O